N-(6-ETHYL-1-METHYL-1H-INDAZOL-7-YL)-1-(2-(TRIFLUOROMETHOXY)PYRIDIN-4-YL)-1H-PYRAZOLE-4-SULFONAMIDE C(C)C1=CC=C2C=NN(C2=C1NS(=O)(=O)C=1C=NN(C1)C1=CC(=NC=C1)OC(F)(F)F)C